2-((2S,4R)-4-Amino-1-(6-chloroimidazo[1,2-a]pyridin-2-carbonyl)pyrrolidin-2-yl)-N-((S)-3-(4-hydroxyphenyl)-1-(methylamino)-1-oxopropan-2-yl)thiazol-4-carboxamid N[C@@H]1C[C@H](N(C1)C(=O)C=1N=C2N(C=C(C=C2)Cl)C1)C=1SC=C(N1)C(=O)N[C@H](C(=O)NC)CC1=CC=C(C=C1)O